ClC1=CC2=C(N(C(N=C2N2[C@H](CN(CC2)C(C=C)=O)C)=O)C=2C(=NC=CC2)C(C)C)N=C1C1=C(C=CC=C1O)F 6-chloro-7-(2-fluoro-6-hydroxyphenyl)-4-((2S)-2-methyl-4-(2-propenoyl)-1-piperazinyl)-1-(2-(2-propanyl)-3-pyridinyl)pyrido[2,3-d]pyrimidin-2(1H)-one